ClC1=CC=C2C(=NN(C2=C1C)C=1C=CC(=NC1)N1CCC(CC1)C(=O)OCC)C=1C2=CN(N=C2C=CC1)C ethyl 1-(5-(6-chloro-2',7-dimethyl-1H,2'H-[3,4'-biindazol]-1-yl)pyridin-2-yl)piperidine-4-carboxylate